NC=1C=C(C=CC1N)C1=CC(=CC=C1F)CC1=NNC(C2=CC=C(C=C12)OC)=O 4-((3',4'-diamino-6-fluoro-[1,1'-biphenyl]-3-yl)methyl)-6-methoxyphthalazin-1(2H)-one